C(C)N(C1=CN=C2N(C1=O)[C@@H](CC2)C(=O)O)CC2=CC(=CC(=C2)C)OC (S)-3-(ethyl(3-methoxy-5-methylbenzyl)amino)-4-oxo-4,6,7,8-tetrahydropyrrolo[1,2-a]pyrimidine-6-carboxylic acid